B(O)O.B(O)(O)O.C(C)(C)OCC(O)(C)C(C)(C)O isopropoxypinacol borate (boronate)